ClC1=C(C=CC=C1)CCNS(=O)(=O)C=1C(=C(C2=C(CC(O2)(C)C)C1C)C)C N-[2-(2-chlorophenyl)ethyl]-2,2,4,6,7-pentamethyl-2,3-dihydro-1-benzofuran-5-sulfonamide